3-acetyl-naphtho[2,3-b]furan-4,9-dione C(C)(=O)C=1C2=C(OC1)C(C1=CC=CC=C1C2=O)=O